The molecule is a glycosyl alditol consisting of beta-D-glucopyranose and D-glucitol residues joined in sequence by a (1->4) glycosidic bond. It derives from a beta-D-glucose and a D-glucitol. C([C@@H]1[C@H]([C@@H]([C@H]([C@@H](O1)O[C@H]([C@@H](CO)O)[C@@H]([C@H](CO)O)O)O)O)O)O